FC=1C=CC(=NC1)C1=NN(C=C1C1=C2C(=NC=C1)N(C=C2)S(=O)(=O)C2=CC=CC=C2)C([2H])([2H])[2H] 4-(3-(5-Fluoropyridin-2-yl)-1-(methyl-d3)-1H-pyrazol-4-yl)-1-(phenylsulfonyl)-1H-pyrrolo[2,3-b]pyridine